CN(CCN1C=CC(=C1C1=CC=CC=C1)C(=O)O)C N-(2-(dimethylamino)ethyl)-5-phenylAzole-4-carboxylic acid